C1=CC=CC2=C1C=CC=CC2=O benzo[7]annulen-5-one